F[C@@H]1C[C@H](CN(C1)C)NC=1N=NC(=C2C1C=NC=C2)C2=CC=C(C=C2)OC N-((3R,5R)-5-fluoro-1-methylpiperidin-3-yl)-1-(4-methoxyphenyl)pyrido[3,4-d]pyridazin-4-amine